C(C)O[Si](OCC)(OCC)CCCN=C(CC(C)C)C triethoxysilyl-N-(1,3-dimethyl-butylidene)propylamine